OC1=C(C=CC(=C1)S(=O)(=O)C)NC(C(C)C)=O N-(2-hydroxy-4-(methylsulfonyl)phenyl)isobutyramide